N-({4-[(5-fluoro-2-methoxyphenyl)sulfamoyl]phenyl}methyl)quinoline FC=1C=CC(=C(C1)NS(=O)(=O)C1=CC=C(C=C1)CN1CC=CC2=CC=CC=C12)OC